FC1(CN(C1)CC1=CC=C(N=N1)OC1=CC=C(C=C1)C(C)(C)C1=CC=C(OC2CC(C2)NC(OC(C)(C)C)=O)C=C1)F tert-butyl ((1r,3r)-3-(4-(2-(4-((6-((3,3-difluoroazetidin-1-yl)methyl)pyridazine-3-yl)oxy)phenyl)propan-2-yl)phenoxy) cyclobutyl)carbamate